C1(CCC1)N1[C@H](CN(CC1)C=1C=CC=2N(C(C=C(N2)C=2C=C(C=3N(C2)C=C(N3)C)CC)=O)C1)C 7-[(3S)-4-cyclobutyl-3-methylpiperazin-1-yl]-2-(8-ethyl-2-methylimidazo[1,2-a]pyridin-6-yl)-4H-pyrido[1,2-a]pyrimidin-4-one